1-(4-methylphenyl)-6-methoxy-1,2-dihydro-(4H)-3,1-benzoxazine CC1=CC=C(C=C1)N1COCC2=C1C=CC(=C2)OC